4-(2,4-difluorophenyl)piperidin FC1=C(C=CC(=C1)F)C1CCNCC1